5-(3-(2-methoxythiazol-5-yl)acryloyl)-4-methylthiophene COC=1SC(=CN1)C=CC(=O)C1=C(C=CS1)C